3-(chlorocarbonyl)-3-butenoate ClC(=O)C(CC(=O)[O-])=C